BrC1=NC=CC(=C1)C1=CC(=NN1)C1=CC=C(NC)C=C1 4-[5-(2-bromopyridin-4-yl)-1H-pyrazol-3-yl]-N-methylaniline